C[C@H]1[C@H](N(C[C@@H](O1)C)C(=O)OC(C)(C)C)CNC1=NC=CC(=C1)C(F)(F)F tert-Butyl (2S,3R,6S)-2,6-dimethyl-3-(((4-(trifluoromethyl)pyridin-2-yl)amino)methyl)morpholine-4-carboxylate